ClC(C1=NC(=NO1)C1=CC=2N(C=C1)C(=C(N2)C)N=S(=O)(CC=2N=CSC2)C)(F)F ((7-(5-(chlorodifluoromethyl)-1,2,4-oxadiazol-3-yl)-2-methylimidazo[1,2-a]pyridin-3-yl)imino)(methyl)(thiazol-4-ylmethyl)-λ6-sulfanone